dodecyl-trimethyl-ammonium bromide [Br-].C(CCCCCCCCCCC)[N+](C)(C)C